ethyl 1-methyl-1,2,3,4-tetrahydroquinoxaline-6-carboxylate CN1CCNC2=CC(=CC=C12)C(=O)OCC